C(C=C)NC(=S)NCC=C N,N'-diallyl-2-thiourea